8-benzyl-2-(3-fluorobenzyl)-6-phenylimidazo[1,2-a]pyrazin-3(7H)-one C(C1=CC=CC=C1)C1=C2N(C=C(N1)C1=CC=CC=C1)C(C(=N2)CC2=CC(=CC=C2)F)=O